N-(3-(furan-2-yl)-4-methylphenyl)-6-((1-hydroxy-2-methylpropan-2-yl)amino)-2-(6-azaspiro[2.5]octan-6-yl)nicotinamide O1C(=CC=C1)C=1C=C(C=CC1C)NC(C1=C(N=C(C=C1)NC(CO)(C)C)N1CCC2(CC2)CC1)=O